C(#N)C=1C=CC(=C2C=CC=NC12)N1C[C@]2(C[C@]2(C1)C(F)(F)F)C(=O)NC1CCC(CC1)N1CCN(CC1)CC1CC1 |o1:14,16| (1r,5s) or (1s,5r)-3-(8-cyanoquinolin-5-yl)-N-(4-(4-(cyclopropylmethyl)piperazin-1-yl)cyclohexyl)-5-(trifluoromethyl)-3-azabicyclo[3.1.0]hexane-1-carboxamide